FC1=CC=C(C=C1)C1=CC(=NC(=C1C#N)OC)C1=NC=CC=C1 4-(4-Fluoro-phenyl)-6-methoxy-[2,2']bipyridinyl-5-carbonitrile